N-ethyl-2-((5-(2-((5R)-6-(ethyl-(methyl)amino)-5-hydroxy-2-methylhex-3-yl)-2,6-diazaspiro[3.4]oct-6-yl)-1,2,4-triazin-6-yl)oxy)-5-fluoro-N-isopropylbenzamide C(C)N(C(C1=C(C=CC(=C1)F)OC1=C(N=CN=N1)N1CC2(CN(C2)C(C(C)C)C[C@H](CN(C)CC)O)CC1)=O)C(C)C